(1R,4S,6'S)-4-(3-Chloroanilino)-6'-[(2R)-3-hydroxy-2-methylpropyl]-2',2'-dimethyl-6',7'-dihydro-2'H-spiro[cyclohexane-1,5'-indeno[5,6-d][1,3]dioxole]-4-carboxylic acid methyl ester COC(=O)C1(CCC2([C@H](CC3=CC=4OC(OC4C=C23)(C)C)C[C@H](CO)C)CC1)NC1=CC(=CC=C1)Cl